1-{[(3S)-3-methyl-6-(4,4,4-trifluorobutoxy)-3,4-dihydronaphthalen-2-yl]methyl}azetidine-3-carboxylic acid mono-4-hydroxybenzoate mono-hydrate O.OC1=CC=C(C(=O)O)C=C1.C[C@@H]1C(=CC2=CC=C(C=C2C1)OCCCC(F)(F)F)CN1CC(C1)C(=O)O